tert-butyl (1-(bicyclo[3.1.0]hexan-3-yl)-2-(((S)-1-cyano-2-((S)-2-oxopyrrolidin-3-yl)ethyl)amino)-2-oxoethyl)carbamate C12CC(CC2C1)C(C(=O)N[C@@H](C[C@H]1C(NCC1)=O)C#N)NC(OC(C)(C)C)=O